5-(2-methoxyethoxy)-3-nitro-1H-pyrrolo[3,2-b]Pyridine COCCOC1=CC=C2C(=N1)C(=CN2)[N+](=O)[O-]